FC1=CC=C(C=C1)C=1N=C(NC1)C1N(CCCC1)C(C(C)SC)=O 1-(2-(4-(4-fluorophenyl)-1H-imidazol-2-yl)piperidin-1-yl)-2-(methylthio)propan-1-one